BrC=1C=C(C=2N(C1)C(=NC2)C(=O)NNC(C(F)F)=O)F 6-bromo-N'-(2,2-difluoroacetyl)-8-fluoroimidazo[1,5-a]pyridine-3-carbohydrazide